C(CCCCCCC)OC(C[C@@H](C)O)=O R-(-)-3-hydroxybutanoic acid octyl ester